2-((4-((6-((4-cyano-2-fluorophenoxy)methyl)pyridin-2-yl)oxy)piperidin-1-yl)methyl)-1-((1-Ethyl-1H-imidazol-5-yl)methyl)-1H-benzo[d]imidazole-6-carboxylic acid methyl ester COC(=O)C=1C=CC2=C(N(C(=N2)CN2CCC(CC2)OC2=NC(=CC=C2)COC2=C(C=C(C=C2)C#N)F)CC2=CN=CN2CC)C1